2-fluoro-1-[2-(4-fluorophenyl)-3-(pyridin-4-yl)-6,7-dihydropyrazolo[1,5-a]pyrazin-5(4H)-yl]prop-2-en-1-one FC(C(=O)N1CC=2N(CC1)N=C(C2C2=CC=NC=C2)C2=CC=C(C=C2)F)=C